2-[3-[4-[(4-fluoro-1,3-benzothiazol-5-yl)amino]thieno[2,3-b]pyridin-2-yl]-2-methylpyrrolidin-1-yl]ethanol FC1=C(C=CC2=C1N=CS2)NC2=C1C(=NC=C2)SC(=C1)C1C(N(CC1)CCO)C